3-(6-O-isobutoxycarbonyl-β-D-glucopyranosyloxy)-4-[(4-isopropoxyphenyl)-methyl]-1-isopropyl-5-methylpyrazole C(C(C)C)OC(=O)OC[C@@H]1[C@H]([C@@H]([C@H]([C@@H](O1)OC1=NN(C(=C1CC1=CC=C(C=C1)OC(C)C)C)C(C)C)O)O)O